O1N=CC2=C1C=CC(=C2)S(=O)(=O)N2CCC1(CC(CO1)NC[C@@H](COC=1C=C(C=CC1)S(=O)(=O)NC)O)CC2 3-((2S)-3-(8-(benzo[d]isoxazol-5-ylsulfonyl)-1-oxa-8-azaspiro[4.5]decan-3-ylamino)-2-hydroxypropoxy)-N-methylbenzenesulfonamide